ClC1=CC2=C(N(C(=N2)NC(C)C)[C@@H]2[C@@H](O)[C@@H](O)[C@@H](O2)CO)C=C1Cl 5,6-dichloro-2-(isopropylamino)-1-(beta-L-ribofuranosyl)-1H-benzimidazole